N-Benzyl-2-(5-(2-methyl-4-hydroxyphenyl)pyridin-2-yl)acetamide C(C1=CC=CC=C1)NC(CC1=NC=C(C=C1)C1=C(C=C(C=C1)O)C)=O